8-methoxy-2,2-dimethyl-7-(3-(pyrrolidin-1-yl)propoxy)-4-(tetrahydrofuran-2-yl)-2,3-dihydro-1H-pyrrolo[3,2-c]quinoline COC1=CC=2C3=C(C(=NC2C=C1OCCCN1CCCC1)C1OCCC1)CC(N3)(C)C